triphenylsulfonamide C1(=CC=CC=C1)N(S(=O)(=O)C1=CC=CC=C1)C1=CC=CC=C1